7-((7-((4,4-bis(((Z)-oct-5-en-1-yl)oxy)butanoyl)oxy)heptyl)(3-hydroxypropyl)amino)heptyl 4,4-bis(oct-3-yn-1-yloxy)butanoate C(CC#CCCCC)OC(CCC(=O)OCCCCCCCN(CCCO)CCCCCCCOC(CCC(OCCCC\C=C/CC)OCCCC\C=C/CC)=O)OCCC#CCCCC